C(C1=CC=CC=C1)OC(=O)C1=CC=C(C=C1)[C@@H]1[C@H](C1)C(=O)O (1S,2S)-2-(4-((benzyloxy)carbonyl)phenyl)cyclopropane-1-carboxylic acid